ClC=1N=C(C2=C(N1)NC=C2)NC2CCN(CC2)C 2-chloro-N-(1-METHYLPIPERIDIN-4-yl)-7H-pyrrolo[2,3-d]pyrimidin-4-amine